Cl.CC(C)N=C=NCCCN(C)C methyl-ethyl-3-(3-dimethylaminopropyl)carbodiimide hydrochloride